(tetramethyl-cyclopentadienyl)(1-adamantylamino)dimethyl-titanium CC=1C(=C(C(C1)(C)[Ti](C)(C)NC12CC3CC(CC(C1)C3)C2)C)C